1-(2-(dimethylamino)ethyl)pyridin-2(1H)-one CN(CCN1C(C=CC=C1)=O)C